C1(CC1)NC(C1=CC(=C(C=C1)C)C=1C=NN(C1)C1=CN=C(S1)N1CCOCC1)=O N-cyclopropyl-4-methyl-3-[1-(2-morpholin-4-yl-thiazol-5-yl)-1H-pyrazol-4-yl]-benzamide